N,N,N',N'-tetramethylbenzidine CN(C1=CC=C(C=C1)C1=CC=C(N(C)C)C=C1)C